C(CC)P(O)(=O)CC[C@H]1OC([C@H]([C@H]([C@@H]1O)O)O)OC1=CC=C(C=C1)OC propyl(2-((2R,3S,4S,5S)-3,4,5-trihydroxy-6-(4-methoxyphenoxy)tetrahydro-2H-pyran-2-yl)ethyl)phosphinic acid